ClC=1C=C2C=NN(C2=CC1[C@@H]1[C@H](CN(CC1)C(=O)OC(C)(C)C)O)[C@H]1OCCCC1 |&1:10| (R,R and S,S)-tert-butyl 4-(5-chloro-1-(tetrahydro-2H-pyran-2-yl)-1H-indazol-6-yl)-3-hydroxypiperidine-1-carboxylate